C(C)(=O)OC[C@H]1O[C@@]([C@@H]([C@@H]1O)O)(C#N)C1=CC=C2C(=NC=NN21)NC([C@H](CC2=CC=C(C=C2)F)N)=O ((2R,3S,4R,5R)-5-(4-((S)-2-amino-3-(4-fluorophenyl)propanamido)pyrrolo[2,1-f][1,2,4]triazin-7-yl)-5-cyano-3,4-dihydroxytetrahydrofuran-2-yl)methyl acetate